CN(C)C=C1C(CC(CC1=O)C1=C(C=CC=C1)CC1=C(C=CC=C1)C)=O 2-((dimethylamino)methylene)-5-(2-(2-methylbenzyl)phenyl)cyclohexane-1,3-dione